Hexadeca-trienal C(C=CC=CC=CCCCCCCCCC)=O